ClC=1C=CC(=C(C1)C1=CC(=C(N=N1)C)NC1=CC(=NC=C1)N)F N4-[6-(5-chloro-2-fluorophenyl)-3-methylpyridazin-4-yl]pyridine-2,4-diamine